arabinosyl bromide C1([C@@H](O)[C@H](O)[C@H](O)CO1)Br